2-ethyl-6-[(±)-tetrahydrofuran-3-yl]-6,7-dihydro-4H-pyrazolo[1,5-a]pyrrolo[3,4-d]pyrimidine C(C)C1=NN2C(NC=3C(=C2)CN(C3)[C@H]3COCC3)=C1 |r|